COC(=O)C1=CC2=CC(=CC=C2C=C1)Br 7-bromo-2-naphthoic acid methyl ester